4-[2-(7-azaspiro[3.5]nonan-2-yl)ethylamino]-2-(2,6-dioxo-3-piperidyl)isoindoline-1,3-dione C1C(CC12CCNCC2)CCNC2=C1C(N(C(C1=CC=C2)=O)C2C(NC(CC2)=O)=O)=O